O=C1N(CC2=CC(=CC=C12)CN1CCC(CC1)N1CCNCC1)C1C(NC(CC1)=O)=O 3-(1-oxo-5-((4-(piperazin-1-yl)piperidin-1-yl)methyl)isoindolin-2-yl)piperidine-2,6-dione